alpha-butenesulfonate C(=CCC)S(=O)(=O)[O-]